ClC1=C(C#N)C=CC(=C1)N1C(OC(C1)COC1=CC=C(C=C1)C#N)C(F)(F)F 2-Chloro-4-(5-((4-cyanophenoxy)methyl)-2-(trifluoromethyl)oxazolidin-3-yl)benzonitril